5-Fluoro-1-((4aR,6R,7aS)-2-(2-fluorophenoxy)-2-oxo-tetrahydro-4H-furo[3,2-d][1,3,2]dioxaphosphorin-6-yl)pyrimidine-2,4(1H,3H)-dione FC=1C(NC(N(C1)[C@H]1C[C@@H]2OP(OC[C@H]2O1)(=O)OC1=C(C=CC=C1)F)=O)=O